(R)-6-(2-hydroxy-1-((1-methylcyclobutyl)amino)ethyl)-2-(3-(1-(4-methyl-4H-1,2,4-triazol-3-yl)cyclobutyl)phenyl)-4-(trifluoromethyl)isoindolin-1-one OC[C@H](NC1(CCC1)C)C1=CC(=C2CN(C(C2=C1)=O)C1=CC(=CC=C1)C1(CCC1)C1=NN=CN1C)C(F)(F)F